3-((4-bromophenyl)sulfonamido)-N-(5-methylpyridin-2-yl)benzamide BrC1=CC=C(C=C1)S(=O)(=O)NC=1C=C(C(=O)NC2=NC=C(C=C2)C)C=CC1